O1OPC(C=C1)=O dioxaphosphinin-4-one